CN1N=C(N=C2C1=NC(N(C2=O)C)=O)C 1,3,6-trimethylpyrimido[5,4-E][1,2,4]triazine-5,7-dione